1-(4-methoxybenzyl)-pyrazole borate B(O)(O)O.COC1=CC=C(CN2N=CC=C2)C=C1